N,N-dioctyl-3-chloropropylamine C(CCCCCCC)N(CCCCCCCC)CCCCl